1,14-tetradecenedioic acid C(C=CCCCCCCCCCCC(=O)O)(=O)O